NCCCC[SiH2]O[SiH2]CCCCN 1,3-bis(4-aminobutyl)disiloxane